C(C(=O)O)(=O)O.FC1(CC2(CCN2)C1)F.FC1(CC2(CCN2)C1)F 6,6-difluoro-1-azaspiro[3.3]heptane hemioxalate